N-Phenethylcarbamic acid 7-[4-(4-benzo[b]thiophen-4-ylpiperazin-1-yl)butoxy]-4,4-dimethyl-2-oxo-3,4-dihydro-2H-quinolin-1-ylmethyl ester S1C2=C(C=C1)C(=CC=C2)N2CCN(CC2)CCCCOC2=CC=C1C(CC(N(C1=C2)COC(NCCC2=CC=CC=C2)=O)=O)(C)C